uranium telluride [Te-2].[U+6].[Te-2].[Te-2]